FC1=C2C=CN=C(C2=C(C=C1)C)N(C(C1=CC=C(C=C1)C=1N=NN(C1)C)=O)[C@H]1CNCCC1 (R)-N-(5-fluoro-8-methylisoquinolin-1-yl)-4-(1-methyl-1H-1,2,3-triazol-4-yl)-N-(piperidin-3-yl)benzamide